BrC1=CC=C2C=CN(C2=C1Cl)C 6-bromo-7-chloro-1-methyl-1H-indole